FC1=C(C(=O)C2=CC=C(C(=O)N[C@H]3[C@@H](CCCCC3)NC(=O)C3=CC=NC=C3)C=C2)C(=CC=C1OC)O N-[(1R,2R)-2-[4-(2-fluoro-6-hydroxy-3-methoxybenzoyl)benzamido]cycloheptyl]pyridine-4-carboxamide